Methyl 2-(4-tert-butyl-1H-pyrazol-1-yl)-5-({[1-(2-fluoro-4-methylphenyl) cyclopropyl] carbonyl} amino)benzoate C(C)(C)(C)C=1C=NN(C1)C1=C(C(=O)OC)C=C(C=C1)NC(=O)C1(CC1)C1=C(C=C(C=C1)C)F